N=1N=C(N2C1N=CC=C2)C(C)NC(=O)C2=C(OC1=C2C=C(C=C1)OCC1=CC=CC=C1)C N-(1-([1,2,4]triazolo[4,3-a]pyrimidin-3-yl)ethyl)-5-(benzyloxy)-2-methylbenzofuran-3-carboxamide